CC1=CC(=CC(=C1)C)C 2,4,6-trimethylbenzene